3-(5-(4-((1-((R)-3-(4-amino-3-(4-phenoxyphenyl)-1H-pyrazolo[3,4-d]pyrimidin-1-yl)piperidine-1-carbonyl)piperidin-4-yl)methyl)piperazin-1-yl)-1-oxoisoindolin-2-yl)piperidine-2,6-dione NC1=C2C(=NC=N1)N(N=C2C2=CC=C(C=C2)OC2=CC=CC=C2)[C@H]2CN(CCC2)C(=O)N2CCC(CC2)CN2CCN(CC2)C=2C=C1CN(C(C1=CC2)=O)C2C(NC(CC2)=O)=O